COC=1C=C(\C=C/2\C(C3=CC=CN3C2)=O)C=C(C1OC)OC (E)-2-(3,4,5-trimethoxybenzylidene)-2,3-dihydropyrrolizine-1-one